C(OC[C@]1(O[C@H]([C@@H]2O[C@H](O[C@@H]21)OC)C2=CC=C1C(=NC=NN12)N)C#N)(OCC(C)C)=O ((2R,3aS,4R,6S,6aS)-6-(4-aminopyrrolo[2,1-f][1,2,4]triazin-7-yl)-4-cyano-2-methoxytetrahydrofuro[3,4-d][1,3]dioxol-4-yl)methyl isobutyl carbonate